COC(C(CCCC(OC)(OC)C1=NC=CC(=C1)Cl)C)=O 6-(4-chloropyridin-2-yl)-2-methyl-6,6-dimethoxyhexanoic acid methyl ester